propenyl behenyl ether C(CCCCCCCCCCCCCCCCCCCCC)OC=CC